COC=1C=C(C=CC1OC)C=1NC2=CC=CC=C2C1CC 2-(3,4-dimethoxyphenyl)-3-ethyl-1H-indole